C1(=CC=CC=C1)C#CCN1C=CC=2C1=CC=C1C(=NC(=NC21)N)N 7-(3-phenylprop-2-yn-1-yl)-7H-pyrrolo[2,3-h]quinazoline-2,4-diamine